C1(CC1)C=1NC=C(N1)C1=NN=CO1 5-(2-cyclopropyl-1H-imidazol-4-yl)-1,3,4-oxadiazol